2-(2-(4-isopropylcyclohex-1-en-1-yl)ethyl)-1,3-dioxolane C(C)(C)C1CC=C(CC1)CCC1OCCO1